[4-[6-[(2-methoxy-6-methyl-7,8-dihydro-5H-1,6-naphthyridin-3-yl)amino]pyrazolo[3,4-d]pyrimidin-1-yl]cyclohexyl]methanol COC1=NC=2CCN(CC2C=C1NC1=NC=C2C(=N1)N(N=C2)C2CCC(CC2)CO)C